P(=O)(OCC1=CC=CC=C1)(OCC1=CC=CC=C1)OCCN(CCCOC)C(CCC1=CC(=CC=C1)OCCCCCCCCCC)=O Dibenzyl 2-[{3-[3-(decyloxy)phenyl]propanoyl}(3-methoxypropyl)amino]ethyl phosphate